[Na+].C(=O)([O-])C1=C(C=CC=C1)C=1C(=C(C=C(C1)S(=O)(=O)[O-])N=NC1=CC=CC=C1)O 2-carboxy-2'-hydroxy-5'-sulfophenylazo-benzene monosodium salt